Ethyl 1-methyl-2,4-diphenyl-1H-imidazole-5-carboxylate CN1C(=NC(=C1C(=O)OCC)C1=CC=CC=C1)C1=CC=CC=C1